water aluminum chromium [Cr].[Al].O